NCCN(C(OC(C)(C)C)=O)C tert-butyl N-(2-aminoethyl)-N-(methyl)carbamate